N-(4-(4-amino-3-(3-fluoro-4-((4-methylpyrimidin-2-yl)oxy)phenyl)-7-(1-methyl-1H-pyrazol-4-yl)thieno[3,2-c]pyridin-2-yl)-3,5-dimethylphenyl)methacrylamide NC1=NC=C(C2=C1C(=C(S2)C2=C(C=C(C=C2C)NC(C(=C)C)=O)C)C2=CC(=C(C=C2)OC2=NC=CC(=N2)C)F)C=2C=NN(C2)C